S-methyl-5-thio-D-ribulose CSC[C@H]([C@H](C(CO)=O)O)O